hexahydro-1H-cyclopenta[c]furan-5-carboxylic acid 1,3-dioxoisoindolin-2-yl-hexahydro-1H-cyclopenta[c]furan-5-carboxylate O=C1N(C(C2=CC=CC=C12)=O)C1OCC2C1CC(C2)C(=O)O.C2OCC1C2CC(C1)C(=O)O